C(C1=CC=CC=C1)OC1=C(C(=C2C=CC(=CC2=C1)C(=O)NNC(=O)OC(C)(C)C)F)N1S(NC(C1)=O)(=O)=O tert-butyl 2-(7-(benzyloxy)-6-(1,1-dioxido-4-oxo-1,2,5-thiadiazolidin-2-yl)-5-fluoro-2-naphthoyl)hydrazine-1-carboxylate